N1C(=CC2=CC=CC=C12)C(N)C(=O)O alpha-2-indolylglycine